5,6,7-trichloro-1-(2-isopropyl-6-methylphenyl)pyrido[2,3-d]pyrimidine-2,4(1H,3H)-dione ClC1=C(C(=NC=2N(C(NC(C21)=O)=O)C2=C(C=CC=C2C)C(C)C)Cl)Cl